Racemic-6-(3-(2-((1-phenylethyl)sulfinyl)acetyl)-3,8-diazabicyclo[3.2.1]octan-8-yl)nicotinonitrile C1(=CC=CC=C1)C(C)S(=O)CC(=O)N1CC2CCC(C1)N2C2=NC=C(C#N)C=C2